N1CC2(C3=CC=CC=C13)CCC2 spiro[cyclobutane-1,3'-indoline]